COC=1C=C(C(=O)NC2=C(CNC(C(=O)O)CC)C=CC=C2)C=CC1 (2-(3-methoxybenzamido)benzyl)aminobutanoic acid